(S)-6-methyl-2-(2-(8-methyl-3,4-dihydro-2H-benzo[b][1,4]oxazin-4-carbonyl)pyrrolidin-1-yl)-4-(trifluoromethyl)nicotinonitrile CC1=NC(=C(C#N)C(=C1)C(F)(F)F)N1[C@@H](CCC1)C(=O)N1C2=C(OCC1)C(=CC=C2)C